tert-butyl ((1r,3r)-3-(4-(2-(4-((6-formylpyridazine-3-yl)oxy)phenyl)propan-2-yl)phenoxy) cyclobutyl)carbamate C(=O)C1=CC=C(N=N1)OC1=CC=C(C=C1)C(C)(C)C1=CC=C(OC2CC(C2)NC(OC(C)(C)C)=O)C=C1